OC(C)(C)C=1C=C2NC(C=3N(C2=CC1)C(=CN3)C=3C(=C(C=CC3)N3C(N(C1=CC=CC=C1C3=O)C)=O)C)=O 3-(3-(7-(2-hydroxypropan-2-yl)-4-oxo-4,5-dihydroimidazo[1,2-a]quinoxalin-1-yl)-2-methylphenyl)-1-methyl-quinazoline-2,4(1H,3H)-dione